trimesic acid, tris(4-methylcyclohexylamide) CC1CCC(CC1)NC(C1=CC(C(=O)NC2CCC(CC2)C)=CC(C(=O)NC2CCC(CC2)C)=C1)=O